1-(3''-(4-(tert-Butyl)piperazin-1-yl)-3-chloro-5'-fluoro-2'-hydroxy-[1,1':3',1''-terphenyl]-4-yl)pyrrolidin-2-one C(C)(C)(C)N1CCN(CC1)C=1C=C(C=CC1)C=1C(=C(C=C(C1)F)C1=CC(=C(C=C1)N1C(CCC1)=O)Cl)O